3-[2-[3-[2-(3-hydroxycyclobutoxy)ethyl]cyclobutyl]ethoxy]azetidine-1-carboxylic acid tert-butyl ester C(C)(C)(C)OC(=O)N1CC(C1)OCCC1CC(C1)CCOC1CC(C1)O